O([Si](C1=CC=CC=C1)(C1=CC=CC=C1)C(C)(C)C)C1=CC=C2C(=CC(OC2=C1)=O)C 7-tert-butyl(diphenyl)siloxy-4-methylcoumarin